3-METHOXY-3-OXOPROP-1-EN-2-YLBORONIC ACID COC(C(=C)B(O)O)=O